ClC1=C(CNC2=CC(OC3=C2C=C(C=C3)[N+](=O)[O-])=O)C=CC=C1 4-((2-chlorobenzyl)amino)-6-nitro-2H-benzopyran-2-one